Ethyl-[(2-chlorophenyl)thio]carbamic acid C(C)N(C(O)=O)SC1=C(C=CC=C1)Cl